S1C=C(C=2C1=CN=CC2)O thieno[2,3-c]pyridin-3-ol